(R)-N-(1-(3-(difluoro(1-isopropylpiperidin-4-yl)methyl)-2-fluorophenyl)ethyl)-6-(4-isopropylpiperazin-1-yl)-7-methoxy-2-methylpyrido[2,3-d]pyrimidin-4-amine FC(C=1C(=C(C=CC1)[C@@H](C)NC=1C2=C(N=C(N1)C)N=C(C(=C2)N2CCN(CC2)C(C)C)OC)F)(C2CCN(CC2)C(C)C)F